ClC1=CC=C(C=C1)C1=CC(=NC(=N1)C=1C=NC=CC1)NCC1CNCCO1 6-(4-chlorophenyl)-N-(morpholin-2-ylmethyl)-2-(pyridin-3-yl)pyrimidin-4-amine